CN1C(=CC2=CC=CC=C12)C(C)OC1=CC=C(C=C1)O 4-(1-(1-methyl-1H-indol-2-yl)ethoxy)phenol